(4-(aminomethyl)piperidin-1-yl)(4-((3-(5-chloro-2-fluoro-4-methoxy-phenyl)imidazo[1,2-a]pyrazin-8-yl)amino)-2-methylphenyl)methanone NCC1CCN(CC1)C(=O)C1=C(C=C(C=C1)NC=1C=2N(C=CN1)C(=CN2)C2=C(C=C(C(=C2)Cl)OC)F)C